C(C)(C)(C)C1=C(C(=CC(=C1)C1=C2N(C3=CC=CC(=C13)OC)C=CC=C2F)C(C)(C)C)O 2,6-di-tert-butyl-4-(9-fluoro-1-methoxypyrido[1,2-a]indol-10-yl)phenol